C(#N)C(C(=S)NC1=CC(=C(C=C1)C#N)C)=C(O)C1CC1 2-Cyano-N-(4-cyano-3-methyl-phenyl)-3-cyclopropyl-3-hydroxy-thioacrylamide